C(C1=CC=CC=C1)N(C(O)=O)C1=CC(=NN1C(C)(C)C)[C@@H]1C[C@H]([C@@H](C1)OC)O.C(=O)(O)C1=CC=C(C=C1)C1=CC(=CC(=C1)C1=CC=C(C=C1)C(=O)O)C1=CC=C(C=C1)C(=O)O |r| 1,3,5-tris(4-carboxyphenyl)benzene rac-benzyl-(1-(tert-butyl)-3-((1R,3R,4R)-3-hydroxy-4-methoxycyclopentyl)-1H-pyrazol-5-yl)carbamate